4-(2-chloro-4-nitrophenyl)morpholine ClC1=C(C=CC(=C1)[N+](=O)[O-])N1CCOCC1